C(#N)C1(CC1)[C@H](C1=CC=2N(N=C1)C=C(N2)[C@H](C2CCC(CC2)(F)F)NC(OC(C)(C)C)=O)NC(CC2CC(C2)(F)F)=O |o1:5| Tert-Butyl ((S)-(7-((S*)-(1-cyanocyclopropyl)(2-(3,3-difluorocyclobutyl)acetamido)methyl)imidazo[1,2-b]pyridazin-2-yl)(4,4-difluorocyclohexyl)methyl)carbamate